Cyclohexanecarboxylic acid {4-[(5-chloro-thiophen-2-ylmethyl)-(methyl)amino]-2-methylphenyl}-amide ClC1=CC=C(S1)CN(C1=CC(=C(C=C1)NC(=O)C1CCCCC1)C)C